(2-bromoethyl)benzaldehyde BrCCC1=C(C=O)C=CC=C1